2,4-dichlorophenyl-thiophenol ClC1=C(C=CC(=C1)Cl)C1=C(C=CC=C1)S